(R)-5,5-difluorohexan-2-ol FC(CC[C@@H](C)O)(C)F